4-(1-{[6-(methoxymethyl)-2-pyridinyl]methyl}-1H-1,2,3-triazol-4-yl)-6-(o-chlorophenyl)-2-pyrimidinylamine COCC1=CC=CC(=N1)CN1N=NC(=C1)C1=NC(=NC(=C1)C1=C(C=CC=C1)Cl)N